OCCN(CC(C)O)C 1-((2-hydroxyethyl)(methyl)amino)propane-2-ol